(3S)-1-[(2R)-2-[[2-chloro-4-(2-chloro-4-fluoro-phenyl)-7-quinolyl]oxy]propanoyl]piperidine-3-carboxamide ClC1=NC2=CC(=CC=C2C(=C1)C1=C(C=C(C=C1)F)Cl)O[C@@H](C(=O)N1C[C@H](CCC1)C(=O)N)C